(S)-methyl 4-(2-(2-(6-(3-(1-(3-(1-methyl-4-(5-(pyridin-4-yl)-4H-1,2,4-triazol-3-yl)piperidin-4-ylamino)benzamido)ethyl)phenoxy)hexyloxy)ethoxy)ethoxy)butanoate CN1CCC(CC1)(C1=NN=C(N1)C1=CC=NC=C1)NC=1C=C(C(=O)N[C@@H](C)C=2C=C(OCCCCCCOCCOCCOCCCC(=O)OC)C=CC2)C=CC1